8-chloro-3,3-dimethyl-6-(pyrido[3,4-d]pyrimidin-4-ylamino)-2,3-dihydroimidazo[1,5-a]pyridine-1,5-dione ClC1=C2N(C(C(=C1)NC=1C3=C(N=CN1)C=NC=C3)=O)C(NC2=O)(C)C